OC1=C(C=O)C(=CC(=C1)O)C 2,4-dihydroxy-6-methyl-benzaldehyde